4,4'-bis(2-(4-diphenylaminophenyl)vinyl)biphenyl C1(=CC=CC=C1)N(C1=CC=C(C=C1)C=CC1=CC=C(C=C1)C1=CC=C(C=C1)C=CC1=CC=C(C=C1)N(C1=CC=CC=C1)C1=CC=CC=C1)C1=CC=CC=C1